tris(ethylmethylamino)(cyclopentadienyl)hafnium C(C)N(C)[Hf](C1C=CC=C1)(N(CC)C)N(CC)C